1-(4-(2-chlorobenzyl)-3,4-dihydroquinoxalin-1(2H)-yl)-3-(pyrrolidin-1-yl)propan ClC1=C(CN2CCN(C3=CC=CC=C23)CCCN2CCCC2)C=CC=C1